FC(C(=O)O)(F)F.FC(C(=O)O)(F)F.N1N=CC(=C1)NC1=NC(=NC2=CC(=C(C=C12)OCC)C)C=1C=C(OCC(=O)NC(C)(C)C)C=CC1 2-(3-(4-((1H-pyrazol-4-yl)amino)-6-ethoxy-7-methylquinazolin-2-yl)phenoxy)-N-(tert-butyl)acetamide bis-trifluoroacetic acid salt